[N+](=O)([O-])C1=CC=C(C=C1)S(=O)(=O)[C@]12C(OC[C@@H]2C1)=O (1R,5S)-1-((4-nitro-phenyl)sulfonyl)-3-oxabicyclo[3.1.0]hexan-2-one